CN(C/C=C/C(=O)N1CC(C1)N1N=CC(=C1NC)C(=O)N)C 1-{1-[(2E)-4-(dimethylamino)but-2-enoyl]azetidin-3-yl}-5-(methylamino)pyrazole-4-carboxamide